N-(2-(4-(4-cyclopropylpiperazine-1-yl)piperidine-1-yl)-5-((6-((R)-3-(3,4-dichloro-2-fluorophenyl)isoxazolidine-2-yl)pyrimidine-4-yl)amino)-4-methoxyphenyl)acrylamide C1(CC1)N1CCN(CC1)C1CCN(CC1)C1=C(C=C(C(=C1)OC)NC1=NC=NC(=C1)N1OCC[C@@H]1C1=C(C(=C(C=C1)Cl)Cl)F)NC(C=C)=O